C(#N)C1=C2CN(C(C2=CC(=C1C1=CC=NN1C)F)=O)C1CC1 5-(4-cyano-2-cyclopropyl-6-fluoro-1-oxoisoindol-5-yl)-1-methyl-1H-pyrazole